C1(=CC=CC=C1)SCC (phenylthio)ethan